C(C)(C)(C)OC(=O)N1C[C@@H]2C[C@@H]2[C@@H](C1)O |r| rac-(1R,5S,6S)-5-hydroxy-3-azabicyclo[4.1.0]Heptane-3-carboxylic acid tert-butyl ester